2,4,5-tri-t-butylisothiazole C(C)(C)(C)N1SC(=C(C1)C(C)(C)C)C(C)(C)C